(S)-2-amino-N-(1-(((R)-3-(benzyloxy)-1-(1-(methylsulfonyl)spiro[indolin-3,4'-piperidin]-1'-yl)-1-oxopropan-2-yl)amino)-2-methyl-1-oxopropan-2-yl)-3-(1H-indol-2-yl)propanamide N[C@H](C(=O)NC(C(=O)N[C@@H](C(=O)N1CCC2(CC1)CN(C1=CC=CC=C12)S(=O)(=O)C)COCC1=CC=CC=C1)(C)C)CC=1NC2=CC=CC=C2C1